ClC1=C(C=C(C=C1)F)C1C(N(CC(N1)=O)S(=O)(=O)C1=C(C=CC=C1)[N+](=O)[O-])C(=O)NC1CC(CCC1)C(F)(F)F 3-(2-chloro-5-fluorophenyl)-1-(2-nitrobenzenesulfonyl)-5-oxo-N-[3-(trifluoromethyl)cyclohexyl]piperazine-2-carboxamide